1,1-dimethyl-3-(4-(2-(4-methyl-4,6,6a,7,9,10-hexahydro-8H-pyrazino[1,2-a]pyrrolo[4,3,2-de]quinolin-8-yl)ethyl)trans-cyclohexyl)urea CN(C(=O)N[C@@H]1CC[C@H](CC1)CCN1CC2N(C=3C=CC=C4C3C(C2)=CN4C)CC1)C